pyrido[3,4-b]azepin-2-one N1=C2C(=CC=CC1=O)C=CN=C2